6-Methoxy-1,2,3,4-Tetrahydroisochinolin COC=1C=C2CCNCC2=CC1